benzyl 4-((2-(tert-butoxy)-2-oxoethyl)((((di-tert-butoxyphosphoryl)oxy)methoxy)carbonyl)amino)-3,3-dimethylbutanoate C(C)(C)(C)OC(CN(CC(CC(=O)OCC1=CC=CC=C1)(C)C)C(=O)OCOP(=O)(OC(C)(C)C)OC(C)(C)C)=O